2-(3,5-dichloro-4-((2-cyclohexyl-4-methylquinolin-6-yl)oxyl)phenyl)-3,5-dioxo-2,3,4,5-tetrahydro-1,2,4-triazine-6-carbonitrile ClC=1C=C(C=C(C1OC=1C=C2C(=CC(=NC2=CC1)C1CCCCC1)C)Cl)N1N=C(C(NC1=O)=O)C#N